3-((4-chlorophthalazin-1-yl)oxy)-1-(4-(5-(trifluoromethyl)pyrimidin-2-yl)piperazin-1-yl)propan-1-one ClC1=NN=C(C2=CC=CC=C12)OCCC(=O)N1CCN(CC1)C1=NC=C(C=N1)C(F)(F)F